FC1=CC(=CC2=CN(N=C12)C)C1=NC2=NC=C(C=C2C=C1)N1C[C@@H](NCC1)C 2-(7-fluoro-2-methylindazol-5-yl)-6-[(3S)-3-methylpiperazin-1-yl]-1,8-naphthyridine